C(=O)C1(CCC(CC1)N1N=C2C=NC(=CC2=C1)NC(=O)C1=NC(=CC=C1)C(F)(F)F)O N-[2-(4-formyl-4-hydroxy-cyclohexyl)pyrazolo[3,4-c]pyridin-5-yl]-6-(trifluoromethyl)pyridine-2-carboxamide